2,3-dihydrobenzothiazole S1CNC2=C1C=CC=C2